CC(C)CCCC(C)CCCC(C)CCCC(C)C meso-Pristane